CC(C)C1=CC=C(C=C1)C(=O)O The molecule is a cumic acid that consists of benzoic acid substituted by an isopropyl group at position 4. It has a role as a plant metabolite. It is a conjugate acid of a p-cumate.